methyl-N-(o-tolyl)-[1,2,4]triazolo[4,3-a]quinazolin-5-amine CC1=NN=C2N1C1=CC=CC=C1C(=N2)NC2=C(C=CC=C2)C